tert-butyl 4-((3-(4-fluorobenzyl)-5-(trifluoromethyl) pyrazin-2-yl) amino)-3-methylpiperidine-1-carboxylate FC1=CC=C(CC=2C(=NC=C(N2)C(F)(F)F)NC2C(CN(CC2)C(=O)OC(C)(C)C)C)C=C1